ClC=1C=NN(C1C(=O)NC1=CC=C(C=C1)C1=CC(=NN1C)C(F)(F)F)C 4-chloro-1-methyl-N-(4-(1-methyl-3-(trifluoromethyl)-1H-pyrazol-5-yl)phenyl)-1H-pyrazole-5-carboxamide